4-(methylsulfonyl)-2-(trifluoromethyl)pyrimidine CS(=O)(=O)C1=NC(=NC=C1)C(F)(F)F